O1C(=CC=C1)C(=O)OCC(O)CO Glycerol furanoate